C(C)(=O)N(C)C N-acetyl-N,N-dimethyl-amine